BrC1=CC(=C(C(=O)NC2=NC(=NC(=C2)C)NC2(CC2)CCCCC2CN(CCC2)C(=O)OC(C)(C)C)C=C1)F tert-butyl 3-(4-(1-((4-(4-bromo-2-fluorobenzamido)-6-methylpyrimidin-2-yl)amino)cyclopropyl)butyl)piperidine-1-carboxylate